C(C)C1CCC(CC1)C1CCC(CC1)C(=O)OCC(CO)COC(CCCCCCC\C=C/C\C=C/CCCCC)=O 3-hydroxy-2-((((9Z,12Z)-octadeca-9,12-dienoyl)oxy)methyl)propyl (1r,1'r,4R,4'R)-4'-ethyl-[1,1'-bi(cyclohexane)]-4-carboxylate